(2-cyclopropyl-4-methoxy-3-pyridyl)boronic acid C1(CC1)C1=NC=CC(=C1B(O)O)OC